(1R,3R)-benzyl 1-(((benzyloxy)carbonyl)amino)-3-hydroxy-8-azaspiro[4.5]decane-8-carboxylate C(C1=CC=CC=C1)OC(=O)N[C@@H]1C[C@@H](CC12CCN(CC2)C(=O)OCC2=CC=CC=C2)O